COC1=C(CN2C(C=3C4=C(C=5N(C6=CC(=C(C=C6C5C3C2=O)F)O)CCN2[C@@H](CCC[C@@H]2C)C)NC=2C=C(C(=CC24)F)O)=O)C=CC(=C1)OC 6-(2,4-dimethoxybenzyl)-12-{2-[(2R,6S)-2,6-dimethylpiperidin-1-yl]ethyl}-3,9-difluoro-2,10-dihydroxy-12,13-dihydro-5H-indolo[2,3-a]pyrrolo[3,4-c]carbazole-5,7(6H)-dione